FC=1C=C(C2=CC=CC=C2C1)CCNC1=CC=NC=N1 6-[2-(3-Fluoro-naphthalen-1-yl)-ethylamino]-pyrimidin